5-(4-(2-(1-(2-((1,5-naphthyridin-2-yl)amino)pyridin-4-yl)piperidin-4-yl)ethyl)piperazin-1-yl)-2-(2,6-dioxopiperidin-3-yl)isoindoline-1,3-dione N1=C(C=CC2=NC=CC=C12)NC1=NC=CC(=C1)N1CCC(CC1)CCN1CCN(CC1)C=1C=C2C(N(C(C2=CC1)=O)C1C(NC(CC1)=O)=O)=O